methyl 3-((1-(6-aminohexyl)-1H-benzo[d]imidazol-2-yl)carbamoyl)benzoate NCCCCCCN1C(=NC2=C1C=CC=C2)NC(=O)C=2C=C(C(=O)OC)C=CC2